chloro-7-fluoro-3-(1H-imidazol-1-yl)-5-methoxy-2-(3-(methoxymethyl)-1H-1,2,4-triazol-5-yl)-1-methyl-1H-indole ClC1=C2C(=C(N(C2=C(C=C1OC)F)C)C1=NC(=NN1)COC)N1C=NC=C1